bromo-7-isopropyl-5,6,7,8-tetrahydroimidazo[1,5-a]pyrazine-1-carboxylic acid ethyl ester C(C)OC(=O)C=1N=C(N2C1CN(CC2)C(C)C)Br